ClC1=C(C(=S)N)C=C(C=C1)Cl 2,5-dichloro-thio-benzamide